O=C1N(C=2C(C=3CCN(CC13)C(=O)OC(C)(C)C)=CSC2)CC2=CC=C(C=C2)C(F)(F)F tert-butyl 5-oxo-4-(4-trifluoromethylbenzyl)-4,5,8,9-tetrahydrothieno[3,4-c][2,7]naphthyridine-7(6H)-carboxylate